N-cyclopropyl-2-[(2S,4R)-4-hydroxy-1-[2-(3-methoxyisoxazol-5-yl)-3-methyl-butyryl]pyrrolidin-2-yl]-N-(5-phenylpentyl)-1H-imidazole-4-carboxamide C1(CC1)N(C(=O)C=1N=C(NC1)[C@H]1N(C[C@@H](C1)O)C(C(C(C)C)C1=CC(=NO1)OC)=O)CCCCCC1=CC=CC=C1